BrC1=NC=C(C(=C1)OC=1C(=NC(=NC1)NC(C)C)N)C(C)C 5-((2-bromo-5-isopropylpyridin-4-yl)oxy)-N2-isopropylpyrimidine-2,4-diamine